[Cl-].[O+]1(CCOCC1)[Se-] dioxane selenide chloride